N(=[N+]=[N-])CCCN(NN=NC)C 4-(3-azidopropyl)-1,4-dimethyltetrazene